C(=O)C1=NC=C2N1CCN(C2)C(=O)OC(C)(C)C tert-butyl 3-formyl-5,6-dihydroimidazo[1,5-a]pyrazine-7(8H)-carboxylate